NC(=CC#N)N 3,3-diaminoacrylonitrile